5-bromo-3-fluoro-2,2-dimethyl-2,3-dihydrobenzo[b]thiophene-1,1-dioxide BrC1=CC2=C(S(C(C2F)(C)C)(=O)=O)C=C1